2-[[3-amino-2-methyl-4-(1-piperidyl)benzoyl]amino]-5-fluoro-phenylacetate NC=1C(=C(C(=O)NC2=C(C=C(C=C2)F)CC(=O)[O-])C=CC1N1CCCCC1)C